7-methyleneisoindole-1-carboxylic acid C=C1C=CC=C2C=NC(=C12)C(=O)O